ClC1=CC=C(C=C1)C(C)(C)N1C[C@](CC1)(CCC1=CC=CC=C1)COCC (R)-1-(2-(4-chlorophenyl)propan-2-yl)-3-(ethoxymethyl)-3-phenethylpyrrolidine